FC1(CCN(CCC1)C1=C(C(=O)NC2=CC(=CC=C2)[S@@](=O)(=N)C)C(=C(C(=N1)C)C(F)(F)F)C)F (R)-2-(4,4-difluoroazepan-1-yl)-4,6-dimethyl-N-(3-(S-methylsulfonimidoyl)phenyl)-5-(trifluoromethyl)nicotinamide